OC=1C=C(NC=2N=CC3=C(N2)N(C(C(=C3)N3CCN(C2=C(C=CC=C32)C)C(=O)OC(C)(C)C)=O)CCCCCO)C=CC1 tert-butyl 4-[2-(3-hydroxyanilino)-8-(5-hydroxypentyl)-7-oxo-pyrido[2,3-d]pyrimidin-6-yl]-8-methyl-2,3-dihydroquinoxaline-1-carboxylate